C(C)(C)(C)OC(=O)N1C(CN(CC1C)CC(NC1=NC=CC(=C1)Br)=O)C 4-{[(4-bromopyridin-2-yl)carbamoyl]methyl}-2,6-dimethylpiperazine-1-carboxylic acid tert-butyl ester